FC(C(O)C1=CC=C(C=C1)NC)F 2,2-difluoro-1-(4-(methylamino)phenyl)ethan-1-ol